N[C@H](C(=O)N)C[C@H]1C(NC(O1)(C)C)=O (S)-2-amino-3-((S)-2,2-dimethyl-4-oxooxazolidin-5-yl)propanamide